tert-butyl 9-(2-((4-cyanophenyl)(3-fluoro-4-methoxybenzyl)amino)ethyl)-1,8,10-trioxa-4-azaspiro[5.5]undecane-4-carboxylate C(#N)C1=CC=C(C=C1)N(CCC1OCC2(CN(CCO2)C(=O)OC(C)(C)C)CO1)CC1=CC(=C(C=C1)OC)F